COC1=C(C=CC=C1)C1=CC=NC=C1C(=O)OCC1=CC=CC=C1 benzyl 4-(2-methoxyphenyl)nicotinate